N[C@H](CC1=C(C=2N=NC=C(C2S1)NCC=1SC=CC1)C)CCF 6-[(2S)-2-amino-4-fluorobutyl]-7-methyl-N-[(thiophen-2-yl)methyl]thieno[3,2-c]pyridazin-4-amine